P(=O)(OC[N+]1=C(C(=CC=C1)C1=CC(=NO1)CC1=CC=C(C=C1)CC=1OC(=CC1)C)N)(O)[O-] (2-amino-3-(3-(4-((5-methylfuran-2-yl)methyl)benzyl)isoxazol-5-yl)pyridin-1-ium-1-yl)methyl hydrogen phosphate